(S)-N'-((3-cyclopropyl-2-(trifluoromethyl)-6,7-dihydro-5H-cyclopenta[b]pyridin-4-yl)carbamoyl)-3-fluoro-4-(2-hydroxypropan-2-yl)thiophene-2-sulfonimidamide C1(CC1)C=1C(=C2C(=NC1C(F)(F)F)CCC2)NC(=O)N=[S@@](=O)(N)C=2SC=C(C2F)C(C)(C)O